3-(4-chlorophenyl)-1-[[4-[5-(trifluoromethyl)-1,2,4-oxadiazol-3-yl]phenyl]methyl]pyrazole-4-carbonitrile ClC1=CC=C(C=C1)C1=NN(C=C1C#N)CC1=CC=C(C=C1)C1=NOC(=N1)C(F)(F)F